2-bromo-N-(5-(pyridin-2-yloxy)pyridin-2-yl)propanamide BrC(C(=O)NC1=NC=C(C=C1)OC1=NC=CC=C1)C